2-amino-N-[(1S,2S)-2-{[4-(1-methyl-2-oxo-2,3-dihydro-1H-indol-5-yl)phenyl]methoxy}cyclopentyl]-5-(1-methyl-1H-pyrazol-4-yl)pyridine-3-carboxamide NC1=NC=C(C=C1C(=O)N[C@@H]1[C@H](CCC1)OCC1=CC=C(C=C1)C=1C=C2CC(N(C2=CC1)C)=O)C=1C=NN(C1)C